NC1=NC=2C=C(C(=CC2C2=C1COC2)C(=O)N(CC=2N=NC(=CC2)C(F)(F)F)[C@H](COC)C)F 4-amino-7-fluoro-N-((2S)-1-methoxy-2-propanyl)-N-((6-(trifluoromethyl)-3-pyridazinyl)methyl)-1,3-dihydrofuro[3,4-c]quinoline-8-carboxamide